2-methyl-1-[4-methylsulfanyl-phenyl]-2-morpholino-1-propanone CC(C(=O)C1=CC=C(C=C1)SC)(C)N1CCOCC1